1-[6-[[5-fluoro-4-(1-isopropyl-4-methoxy-2-methyl-imidazo[4,5-c]pyridin-6-yl)pyrimidin-2-yl]amino]-3-pyridyl]piperazin-2-one FC=1C(=NC(=NC1)NC1=CC=C(C=N1)N1C(CNCC1)=O)C1=CC2=C(C(=N1)OC)N=C(N2C(C)C)C